FC(C(=O)O)(F)F.NC=1SC=2C(=NC=C(N2)C2=CCC(CC2)C#N)N1 4-(2-aminothiazolo[4,5-b]pyrazin-6-yl)cyclohex-3-ene-1-carbonitrile trifluoroacetate